C[C@@]12[C@@H](O)CC[C@H]1[C@@H]1CC[C@H]3CC(O)CC[C@]3(C)[C@H]1CC2 Androstanediol